O=C1NC(CCC1N1C(C2=CC=C(C=C2C1=O)C#CCCCCCO)=O)=O 2-(2,6-dioxopiperidin-3-yl)-5-(7-hydroxyhept-1-yn-1-yl)isoindoline-1,3-dione